C12CCCC(CCC1)C2N2CCC(CC2)N2C(C(C1=CC=CC=C21)CC(=O)N)=O 2-(1-(1-(bicyclo[3.3.1]nonan-9-yl)piperidin-4-yl)-2-oxoindolin-3-yl)acetamide